N-vinyl-methyl-isobutyramide ethyl-1-[3-(tert-butoxy)-3-oxopropyl]cyclopropane-1-carboxylate C(C)OC(=O)C1(CC1)CCC(=O)OC(C)(C)C.C(=C)NC(C(C)(C)C)=O